trans-Methyl 4-[10-(3-chloro-4-fluoro-phenyl)-11-isopropyl-2,4,5,10-tetrazatricyclo[7.3.0.03,7]dodeca-1,3(7),5,8,11-pentaen-12-yl]cyclohexanecarboxylate ClC=1C=C(C=CC1F)N1C2=CC=3C=NNC3N=C2C(=C1C(C)C)[C@@H]1CC[C@H](CC1)C(=O)OC